FC(C(=O)N1CCN(CC1)C1=NC(=NC2=CC(=C3C(=C12)OC=C3)C3=C(C=CC=C3)F)OC[C@H]3N(CCC3)C)=C (S)-2-fluoro-1-(4-(4-(2-fluorophenyl)-7-((1-methylpyrrolidin-2-yl)methoxy)furo[2,3-f]quinazolin-9-yl)piperazin-1-yl)prop-2-en-1-one